butyl-3-(2,5-dimethoxyphenyl)-3-hydroxyazetidine-1-carboxylate C(CCC)OC(=O)N1CC(C1)(O)C1=C(C=CC(=C1)OC)OC